4-(3-chlorophenyl)-1,3,2-dioxaphosphorinan-2-one ClC=1C=C(C=CC1)C1OP(OCC1)=O